(+/-)-N-{[5-(4-{[(3R,4S)-3-fluoro-1-methylpiperidin-4-yl]amino}-1-(2,2,2-trifluoroethyl)-1H-indol-2-yl)-1,2,4-oxadiazol-3-yl]methyl}-1,3-thiazole-5-carboxamide F[C@@H]1CN(CC[C@@H]1NC1=C2C=C(N(C2=CC=C1)CC(F)(F)F)C1=NC(=NO1)CNC(=O)C1=CN=CS1)C |r|